4-[5-[4-(dimethylamino)piperidin-1-yl]-8-(2-hydroxy-2,3-dihydro-1H-inden-5-yl)imidazo[1,2-c]pyrimidin-7-yl]benzonitrile CN(C1CCN(CC1)C1=NC(=C(C=2N1C=CN2)C=2C=C1CC(CC1=CC2)O)C2=CC=C(C#N)C=C2)C